N1(CCCCC1)C1COC2(C1)CCN(CC2)C(=O)OC(C)(C)C tert-butyl 3-(piperidin-1-yl)-1-oxa-8-azaspiro[4.5]decane-8-carboxylate